C(#N)C[C@@H]1N(CCNC1)C(=O)[O-] (S)-2-(cyanomethyl)piperazine-1-carboxylate